trans-4-(maleimidomethyl)cyclohexanecarboxylic acid C1(C=CC(N1C[C@@H]1CC[C@H](CC1)C(=O)O)=O)=O